5-methyl-9-oxo-2-(trifluoromethyl)-9H-indeno[2,1-d]pyrimidine-7-carbonitrile CC1=CC(=CC=2C(C=3N=C(N=CC3C12)C(F)(F)F)=O)C#N